FC(OC1=CC=C(C=C1)C(C)N1N=CN2C(C1=O)=C1C(=N2)C[C@H](N(C1)C(=O)OC(C)(C)C)C)F (8R)-tert-Butyl 2-(1-(4-(difluoromethoxy) phenyl) ethyl)-8-methyl-1-oxo-1,2,7,8-tetrahydropyrido[4',3':3,4]pyrazolo[1,5-d][1,2,4]triazine-9(10H)-carboxylate